Cl.COCC1=CC=C(C=N1)CC(=O)O 2-(6-(methoxymethyl)pyridin-3-yl)acetic acid, hydrochloride